(R)-2-(8-chloro-5-(methylamino)-1,4-dihydrobenzo[c][2,7]naphthyridin-3(2H)-yl)-4-((1-(hydroxymethyl)cyclobutyl)amino)-6,7-dihydrothieno[3,2-d]pyrimidine 5-oxide ClC=1C=CC2=C(N=C(C=3CN(CCC23)C=2N=C(C3=C(N2)CC[S@]3=O)NC3(CCC3)CO)NC)C1